2-methyl-1-[4-(methylsulfanyl)phenyl]-2-morpholinyl-propane-1-one CC(C(=O)C1=CC=C(C=C1)SC)(C)N1CCOCC1